Hydromorphon hydrochloride Cl.C1=CC(O)=C2C=3[C@@]45[C@@H](O2)C(=O)CC[C@H]4[C@@H](CC13)N(C)CC5